ClC1=C(CNC(=O)[C@@H]2C=3C=CC=NC3[C@H](CC2)O)C=CC(=C1)Cl (5S,8S)-N-(2,4-dichloro-benzyl)-8-hydroxy-5,6,7,8-tetrahydroquinoline-5-carboxamide